C(#N)C[C@@H](C1=CC=C(C=C1)S(=O)(=O)CC)NC(C1=CC=C(C=C1)N1[C@@H](C[C@@H](C1)OC=1C=NC(=NC1)C(F)(F)F)COC(F)F)=O N-((S)-2-cyano-1-(4-(ethylsulfonyl)phenyl)ethyl)-4-((2S,4S)-2-((difluoromethoxy)methyl)-4-((2-(trifluoromethyl)pyrimidin-5-yl)oxy)pyrrolidin-1-yl)benzamide